NCC1=C(C=C(C=C1)NC(=O)C1=CC2=C(OCCC3=C2SC=C3)C=C1C=1C(=NC(=CC1)C(NCCC)=O)C(=O)O)F 3-(9-((4-(aminomethyl)-3-fluorophenyl)carbamoyl)-4,5-dihydrobenzo[b]thieno[2,3-d]oxepin-8-yl)-6-(propylcarbamoyl)picolinic acid